FC1=CC=C(C(=O)NC2CCC(CC2)NC2=CC(=NC(=C2)C(F)(F)F)C2CC2)C=C1 4-fluoro-N-[(1s,4s)-4-{[2-cyclopropyl-6-(trifluoromethyl)pyridin-4-yl]amino}cyclohexyl]benzamide